2-(4-(2-((5-cyano-1H-benzo[d]imidazol-2-yl)amino)-2-oxoethyl)phenoxy)pyridine-3-carboxamide C(#N)C1=CC2=C(NC(=N2)NC(CC2=CC=C(OC3=NC=CC=C3C(=O)N)C=C2)=O)C=C1